[Si](C)(C)(C(C)(C)C)OCCCN1C(=C(C2=C(C(=CC=C12)Cl)C=1C(=NN(C1C)C)CNS(=O)(=O)C1=C(C=CC=C1)[N+](=O)[O-])C)C(=O)OC Methyl 1-(3-((tert-butyldimethylsilyl)oxy)propyl)-5-chloro-4-(1,5-dimethyl-3-(((2-nitrophenyl)sulfonamido)methyl)-1H-pyrazol-4-yl)-3-methyl-1H-indole-2-carboxylate